5-bromotriazolo[1,5-a]pyridine BrC1=CC=2N(C=C1)N=NC2